NC(CC(=O)O)C(NC(CC1=CC2=C(OCO2)C=C1)C)=O 3-amino-3-{[1-(2H-1,3-benzodioxol-5-yl)propan-2-yl]carbamoyl}propionic acid